5-((1S)-1-(6-chloro-8-(1-chloroethyl)-4-cyclopropyl-1,1-dioxido-3,4-dihydro-2H-benzo[e][1,2,4]thiadiazin-2-yl)-2-(6-fluoro-2,3-dimethylphenyl)propyl)-1,3,4-oxadiazol-2(3H)-one ClC=1C=C(C2=C(N(CN(S2(=O)=O)[C@@H](C(C)C2=C(C(=CC=C2F)C)C)C2=NNC(O2)=O)C2CC2)C1)C(C)Cl